C(C=C)(=O)OCC(C(=O)O)CC(=O)O acryloyloxymethylsuccinic acid